FC1=C(C(=CC=C1)F)C=1N=C(C2=C(N1)CNC2)NC2=CC=C(C=C2)CC(=O)N2[C@@H](CCC2)CO (S)-2-(2,6-difluorophenyl)-4-((4-(2-(2-(hydroxyl-methyl)pyrrolidin-1-yl)-2-oxoethyl)phenyl)amino)-6,7-dihydro-5H-pyrrolo[3,4-d]pyrimidin